CNC1COCC2=C1C=CC(=C2)C(F)(F)F N-methyl-7-(trifluoromethyl)-3,4-dihydro-1H-2-benzopyran-4-amine